C(CCCCCCCCCCC)(=O)C(OP(OC[C@@H](CO)O)(=O)[O-])(C[N+](C)(C)C)C(CCCCCCCCCCC)=O dilauroyl-sn-glycero-3-phosphocholine